NC=1C=C(C(=O)NN)C=CC1S.[K] potassium 2-(3-amino-4-mercaptobenzoyl)hydrazine